COC1=C(C=C(C=C1)CC(C(C)C)N)OCCCOC 1-(4-methoxy-3-(3-methoxypropoxy)phenyl)-3-methylbutan-2-amine